C(C)(=O)C1=CN(C2=C(C=C(C=C12)C=1C=NC(=NC1)C(C)O)C)CC(=O)N1[C@@H]2C[C@@]2(C[C@H]1C(=O)NC1=NC(=CC=C1C)Br)C (1R,3S,5R)-2-(2-(3-acetyl-5-(2-(1-hydroxyethyl)pyrimidin-5-yl)-7-methyl-1H-indol-1-yl)acetyl)-N-(6-bromo-3-methylpyridin-2-yl)-5-methyl-2-azabicyclo[3.1.0]hexane-3-carboxamide